[Ar].C(C)N1C=C(C=2N=C(N=CC21)SCCC(=O)OCC(CCCC)CC)N2CC(OC(C2)(F)F)(F)F 2-ethylhexyl 3-((5-ethyl-7-(2,2,6,6-tetrafluoromorpholino)-5H-pyrrolo[3,2-d]pyrimidin-2-yl)thio)propionate Argon